C(C1=CC=CC=C1)NC=1SC2=C(N1)C=CC(=C2)C2=CN=NC(=C2)C N-benzyl-6-(6-methylpyridazin-4-yl)benzo[d]thiazol-2-amine